(R)-2-((5-Chloropyridin-2-yl)methyl)-3-(4-(1,1-difluoroethyl)phenyl)-3-((1-(hydroxy(2H2)methyl)cyclopropyl)(2H2)methoxy)-6-(2-hydroxypropan-2-yl)isoindolin-1-one ClC=1C=CC(=NC1)CN1C(C2=CC(=CC=C2[C@]1(OC([2H])([2H])C1(CC1)C([2H])([2H])O)C1=CC=C(C=C1)C(C)(F)F)C(C)(C)O)=O